C1(CC1)(C=1O[C@H]2[C@@H](N1)C=1C=CC=CC1C2)C=2O[C@H]1[C@@H](N2)C=2C=CC=CC2C1 (3aS,3a'S,8aR,8a'R)-2,2'-(cyclopropane-1,1-diyl)bis(8,8a-dihydro-3aH-indeno[1,2-D]oxazol)